CC1=CC=CC(=N1)C1=C(N=CN1)C=1C=C2C=C(C=NC2=CC1)C1=CC=C(CN2C[C@H](CCC2)C(=O)OC2CCNCC2)C=C1 piperidin-4-yl (S)-1-(4-(6-(5-(6-methylpyridin-2-yl)-1H-imidazol-4-yl)quinolin-3-yl)benzyl)piperidine-3-carboxylate